C1(=CC=CC2=CC=CC=C12)CCCCCCC(=O)O 7-(naphthalen-1-yl)heptanoic acid